CC=1C(=NC(=CN1)C=C)C(=O)OC methyl 3-methyl-6-vinylpyrazine-2-carboxylate